C(C1=CN=CC=C1)#N nicotinnitril